4-amino-N1,N7-bis(2-(2-(2-(2-azidoethoxy)ethoxy)ethoxy)ethyl)heptanediamide NC(CCC(=O)NCCOCCOCCOCCN=[N+]=[N-])CCC(=O)NCCOCCOCCOCCN=[N+]=[N-]